5-(6-(4-(3-Methoxybenzyl)piperazin-1-yl)pyridin-3-yl)-7-(1-methyl-1H-pyrazol-4-yl)quinazoline COC=1C=C(CN2CCN(CC2)C2=CC=C(C=N2)C2=C3C=NC=NC3=CC(=C2)C=2C=NN(C2)C)C=CC1